ClC=1C=C2C(=CNC2=CC1)CCCNS(=O)(=O)C1=CC=C(C=C1)OC1=CC(=CC=C1)N1CCNCC1 N-(3-(5-chloro-1H-indol-3-yl)propyl)-4-(3-(piperazin-1-yl)phenoxy)benzenesulfonamide